C1CN(CCC1C2=CC=NC=C2)C(=O)C3=NOC(=C3)COC4=C(C=C(C=C4)F)Cl The molecule is an N-acylpiperidine obtained by formal condensation of the carboxy group of 5-[(2-chloro-4-fluorophenoxy)methyl]-1,2-oxazole-3-carboxylic acid with the secondary amino group of 4-(pyridin-4-yl)piperidine It has a role as a P450 inhibitor. It is a N-acylpiperidine, an aromatic amide, an aromatic ether, a member of isoxazoles, a member of pyridines, a member of monochlorobenzenes and a member of monofluorobenzenes.